sodium 2,2-dimethylolpropionic acid C(O)C(C(=O)O)(C)CO.[Na]